ClC1CC(C1)C=1C(=C(C=CC1)C=1C=C(C=CC1)N1C(C2=CC(=CC(=C2C1)C(F)(F)F)CNC1(CCC1)C)=O)C1=NN=CN1C 2-(3-((R)-((1s,3S)-3-chlorocyclobutyl)(4-methyl-4H-1,2,4-triazol-3-yl)phenyl)phenyl)-6-(((1-methylcyclobutyl)amino)methyl)-4-(trifluoromethyl)isoindolin-1-one